magnesium dilaurate C(CCCCCCCCCCC)(=O)[O-].C(CCCCCCCCCCC)(=O)[O-].[Mg+2]